1-(4-{2-[(5-{[2-(3,3-difluoropyrrolidin-1-yl)ethyl](methyl)amino}pyridin-3-yl)amino]-4-methoxypyrimidin-5-yl}phenyl)pyrrolidin-2-one FC1(CN(CC1)CCN(C=1C=C(C=NC1)NC1=NC=C(C(=N1)OC)C1=CC=C(C=C1)N1C(CCC1)=O)C)F